C[C@@H]1CN(C[C@@H](O1)C)C(=O)C=1C2=C(N(N1)CC(=O)N1CC(C1)OC1=C(C=CC=C1)C)CCC2 2-{3-[(2R,6S)-2,6-Dimethylmorpholin-4-carbonyl]-5,6-dihydrocyclopenta[c]pyrazol-1(4H)-yl}1-[3-(2-methylphenoxy)azetidin-1-yl]ethan-1-on